tert-butyl (3-(2-(2-fluoro-3-formyl-4-methoxyphenoxy)ethyl)phenyl)carbamate FC1=C(OCCC=2C=C(C=CC2)NC(OC(C)(C)C)=O)C=CC(=C1C=O)OC